COC(C1=C(C(=C(C=C1)C)Cl)CBr)=O (bromomethyl)-3-chloro-4-methylbenzoic acid methyl ester